C(C)OC(=O)C1=C(N=C(N1)C)C 2,4-dimethyl-1H-imidazole-5-carboxylic acid ethyl ester